(S)-N-(1-(Benzylamino)-5-(2-fluoroacetimidamido)-1-oxopentan-2-yl)-3-methoxy-2-naphthamide C(C1=CC=CC=C1)NC([C@H](CCCNC(CF)=N)NC(=O)C1=CC2=CC=CC=C2C=C1OC)=O